OC[C@@H](C)NC(=O)C=1C=C2C=CN=C(C2=CC1)OC1=CC=C(C=C1)C(F)(F)F N-[(1R)-2-hydroxy-1-methyl-ethyl]-1-[4-(trifluoromethyl)phenoxy]isoquinoline-6-carboxamide